CC1(N(C[C@@H](C1)C)C1=NC=CC=C1C(=O)N)C 2-[(4R)-2,2,4-trimethylpyrrolidin-1-yl]Pyridine-3-carboxamide